OC1CN(C1)CC(=O)NC1CN(CCC1)CC=1C=C(C=C(C1)N1C=NC(=C1)C)C=1C(=NC=CC1C1=CC=CC=C1)C(=O)N Z-(3-((3-(2-(3-hydroxyazetidin-1-yl)acetamido)piperidin-1-yl)methyl)-5-(4-methyl-1H-imidazol-1-yl)phenyl)-4-phenylpicolinamide